cyclopropyltriethyl-ammonium chloride [Cl-].C1(CC1)[N+](CC)(CC)CC